7-Hydroxy-2,2-diphenyl-8-(4-(piperidin-1-ylmethyl)phenyl)-6H-[1,3]dioxolo[4,5-h]chromen-6-one OC1=C(OC=2C3=C(C=CC2C1=O)OC(O3)(C3=CC=CC=C3)C3=CC=CC=C3)C3=CC=C(C=C3)CN3CCCCC3